CC1(CN=C(OC1)NC1=CC(=C(OC2=C3C(=NC=C2)NC=C3C3=CC=C(C=C3)C(=O)N3C[C@H](O[C@H](C3)C)C)C(=C1)F)F)C (4-(4-(4-((5,5-dimethyl-5,6-dihydro-4H-1,3-oxazin-2-yl)amino)-2,6-difluorophenoxy)-1H-pyrrolo[2,3-b]pyridin-3-yl)phenyl)((2R,6S)-2,6-dimethylmorpholino)methanone